BrC1=CN=C(N1C)C(=O)NC1=CC(=C(C(=O)N2CCN(CC2)C(=O)C2CCN(CC2)C(=O)OC(C)(C)C)C=C1)Cl tert-butyl 4-(4-(4-(5-bromo-1-methyl-imidazole-2-carboxamido)-2-chlorobenzoyl)piperazine-1-carbonyl)piperidine-1-carboxylate